tertiary butyl-α-(p-toluenesulfonyloxy)-acetate C(C)(C)(C)OC(COS(=O)(=O)C1=CC=C(C)C=C1)=O